C(CCCCCCCCCCC)OC1=C(C=C(C(=O)O)C=C1)OC 4-Dodecyloxy-3-methoxybenzoic acid